C(C)(C)(C)NC(CN1CCC2(CC2NC(C2=CC(=C(C=C2)Cl)Cl)=O)CC1)=O N-(6-(2-(tert-butylamino)-2-oxoethyl)-6-azaspiro[2.5]oct-1-yl)-3,4-dichlorobenzamide